1-(3,4-difluorophenyl)-9-(6-(4-(trifluoromethyl)-1H-pyrazol-1-yl)pyrimidin-4-yl)-1,9-diazaspiro[5.5]undecan-2-one FC=1C=C(C=CC1F)N1C(CCCC12CCN(CC2)C2=NC=NC(=C2)N2N=CC(=C2)C(F)(F)F)=O